N,N'-di(m-tolylaminocarbonyl)-lysine-methyl ester COC([C@@H](NC(=O)NC=1C=C(C=CC1)C)CCCCNC(=O)NC=1C=C(C=CC1)C)=O